((2-(((S)-1-((S)-4-acetyl-2-((R)-2-phenylmorpholine-4-carbonyl)piperazin-1-yl)-3,3-dimethyl-1-oxobutan-2-yl)carbamoyl)benzo[b]thiophen-5-yl)difluoromethyl)phosphonic acid C(C)(=O)N1C[C@H](N(CC1)C([C@H](C(C)(C)C)NC(=O)C1=CC2=C(S1)C=CC(=C2)C(F)(F)P(O)(O)=O)=O)C(=O)N2C[C@H](OCC2)C2=CC=CC=C2